N-[3-(3-aminopropanoyl-amino)propyl]-2-ethyl-4-[[3-[3-(trifluoromethyl)-1H-pyrazol-4-yl]imidazo[1,2-a]pyrazin-8-yl]amino]benzamide formate C(=O)O.NCCC(=O)NCCCNC(C1=C(C=C(C=C1)NC=1C=2N(C=CN1)C(=CN2)C=2C(=NNC2)C(F)(F)F)CC)=O